N-(2-hydroxy-5-(1-oxo-6-(5-(trifluoromethyl)-[1,1'-biphenyl]-2-yl)-3,4-dihydroisoquinolin-2(1H)-yl)phenyl)methanesulfonamide OC1=C(C=C(C=C1)N1C(C2=CC=C(C=C2CC1)C1=C(C=C(C=C1)C(F)(F)F)C1=CC=CC=C1)=O)NS(=O)(=O)C